OC=1C=C(C=CC1O)C[C@H](N)C(=O)O |r| 3-(3,4-dihydroxyphenyl)-DL-alanine